5-ethyl-1,3,4-oxathiazol-2-one C(C)C1=NSC(O1)=O